FC1(CNCC=2N(C1)N=C(C2)C(=O)[O-])F 7,7-difluoro-6,8-dihydro-4H-pyrazolo[1,5-a][1,4]diazepine-2-carboxylate